C1(CC1)C1=NC=NC(=C1C1=NC(=C2N(C=NC2=N1)C)S(=O)(=O)C)OC 2-(4-cyclopropyl-6-methoxypyrimidin-5-yl)-7-methyl-6-(methylsulfonyl)-7H-purine